dimethyl (1-cyclohexenyl) phosphate P(=O)(OC)(OC)OC1=CCCCC1